2-[3,5-Bis(trifluoromethyl)-2-pyridyl]-1-[(2S,3S)-3-(1-methylsulfonyl-4-piperidyl)-2-[2-methyl-3-(trideuteriomethoxy)phenyl]pyrrolidin-1-yl]ethanone FC(C=1C(=NC=C(C1)C(F)(F)F)CC(=O)N1[C@@H]([C@@H](CC1)C1CCN(CC1)S(=O)(=O)C)C1=C(C(=CC=C1)OC([2H])([2H])[2H])C)(F)F